NC1=NC=CC=C1C1=NC=2C(=NC(=CC2)C2=CC=CC=C2)N1C=1C=CC(=NC1C)NC(=O)[C@@H]1CC[C@H](CC1)C(=O)NC trans-N1-(5-(2-(2-aminopyridin-3-yl)-5-phenyl-3H-imidazo[4,5-b]pyridin-3-yl)-6-methylpyridin-2-yl)-N4-methylcyclohexane-1,4-dicarboxamide